NC1=CC=C(C=N1)N1C[C@@H](CC1)C=1C=C(C(=O)NC2=CC(=CC=C2)C(F)(F)F)C=CC1C (S)-3-(1-(6-aminopyridin-3-yl)pyrrolidin-3-yl)-4-methyl-N-(3-(trifluoromethyl)phenyl)benzamide